Cl(=O)(=O)(=O)[O-].[O+]1=CC=CC=C1 pyrylium perchlorate